6-chloro-2,3-difluoroaniline ClC1=CC=C(C(=C1N)F)F